tert-Butyl {2-[3-(difluoromethyl)-5-methyl-1-(propan-2-yl)-1H-pyrazol-4-yl]-3-formylpyridin-4-yl}carbamate FC(C1=NN(C(=C1C1=NC=CC(=C1C=O)NC(OC(C)(C)C)=O)C)C(C)C)F